C(#N)CCOP(N(C(C)C)C(C)C)N(C(C)C)C(C)C.S1C=NC2=C1C=C(C=C2)\C=C/2\C(N(C(=N2)N[C@H](CC(C)C)COC)C2CC2)=O (5Z)-5-(1,3-benzothiazol-6-ylmethylene)-3-cyclopropyl-2-[[(1R)-1-(methoxymethyl)-3-methyl-butyl]amino]imidazol-4-one 2-Cyanoethyl-N,N,N',N'-tetraisopropylphosphorodiamidite